O1[C@@H](COC2=NC=CC=C21)CN2N=C1C3=C(CCC1=C2)OC(=C3C)C(=O)NCC3=NOC=C3 2-[(2R)-2,3-dihydro[1,4]dioxino[2,3-b]pyridin-2-ylmethyl]-8-methyl-N-(1,2-oxazol-3-ylmethyl)-4,5-dihydro-2H-furo[2,3-g]indazole-7-carboxamide